N1CC(C1)C=1C=CC(=NC1)NC1(CC1)C(F)(F)F 5-(azetidin-3-yl)-N-[1-(trifluoromethyl)cyclopropyl]pyridin-2-amine